trans-2-(4-chloro-3-fluorophenoxy)-N-(4-(2-((6-chloroquinolin-2-yl)amino)-2-oxoethyl)cyclohexyl)acetamide ClC1=C(C=C(OCC(=O)N[C@@H]2CC[C@H](CC2)CC(=O)NC2=NC3=CC=C(C=C3C=C2)Cl)C=C1)F